(2R,3R,4S,5R)-2-(4,6-dichloro-1H-benzo[d][1,2,3]triazol-1-yl)-5-(hydroxymethyl)tetrahydrofuran-3,4-diol ClC1=CC(=CC=2N(N=NC21)[C@@H]2O[C@@H]([C@H]([C@H]2O)O)CO)Cl